CC1CCC2=NC=CC=C21 5-methyl-6,7-dihydro-5H-cyclopenta[b]pyridine